(1S,2S)-N-(6-(2,3-difluorophenyl)imidazo[1,2-a]pyridin-2-yl)-2-fluorocyclopropanecarboxamide FC1=C(C=CC=C1F)C=1C=CC=2N(C1)C=C(N2)NC(=O)[C@H]2[C@H](C2)F